C(C=C)[C@H]1O[C@@H]([C@@H]([C@@H]([C@H]1O)N1N=NC(=C1)C1=CC(=C(C(=C1)F)F)F)O)CO (2R,3R,4R,5R,6R)-2-allyl-6-(hydroxymethyl)-4-(4-(3,4,5-trifluorophenyl)-1H-1,2,3-triazol-1-yl)tetrahydro-2H-pyran-3,5-diol